CN(C(OC(C)(C)C)=O)CCC=O 1,1-dimethylethyl N-methyl-N-(3-oxopropyl)carbamate